OC(CNC=1SC(=NN1)SCCCN)CC(CCC[Si](OC)(OC)OC)=O 2-[2-hydroxy-4-oxo-7-(trimethoxysilyl)heptylamino]-5-(3-aminopropylthio)-1,3,4-thiadiazole